6-chloro-2-(4-(trifluoromethyl)phenyl)imidazo[1,2-b]pyridazine-8-carboxylic acid ethyl ester C(C)OC(=O)C=1C=2N(N=C(C1)Cl)C=C(N2)C2=CC=C(C=C2)C(F)(F)F